O(O)C(CC\C=C/C=C\C=C/C=CC(=O)O)CCCCCCCC 12-hydroperoxy-5Z,8Z,10E,14Z-eicosatetraenoic acid